4'-amino-4-chloro-N-(3,4-difluorophenyl)-4''-sulfamoyl-[1,1':3',1''-terphenyl]-5'-carboxamide NC1=C(C=C(C=C1C(=O)NC1=CC(=C(C=C1)F)F)C1=CC=C(C=C1)Cl)C1=CC=C(C=C1)S(N)(=O)=O